N-(2-cyano-4,6-difluorobenzyl)-5-fluoro-2-methoxy-N-methylnicotinamide C(#N)C1=C(CN(C(C2=C(N=CC(=C2)F)OC)=O)C)C(=CC(=C1)F)F